BrCC=1C=CC(=C(C1)C=1OC(=NN1)C=1C(=C(C=CC1)C1=CC=CC=C1)C)Cl 2-(5-(bromomethyl)-2-chlorophenyl)-5-(2-methyl-[1,1'-biphenyl]-3-yl)-1,3,4-oxadiazole